C(CCCCCC)(=O)OCCCCC(CN(CCCC(=O)O)CC(CCCCOC(CCCCCC)=O)O)O 4-(bis(6-(heptanoyloxy)-2-hydroxyhexyl)amino)butanoic acid